BrC1=CC(=C(C=C1)NC)C (4-bromo-2-methylphenyl)-methylamine